C(CCCC)C1C(C2=CC3=CC=CC=C3C=C2C=C1)=O 2-amyl-anthracenone